4-bromobutan-1-ol BrCCCCO